5-((4-(4-(1,3-dioxolan-2-yl)piperidin-1-yl)-3-fluorophenyl)amino)-3-(piperidine-1-yl)-1,2,4-triazine-6-carboxamide O1C(OCC1)C1CCN(CC1)C1=C(C=C(C=C1)NC=1N=C(N=NC1C(=O)N)N1CCCCC1)F